C(C)OC1=CC=C(C(C(=O)O)=C1)O 5-ethoxysalicylic acid